9,9'-(4-(9H-carbazol-9-yl)-2,6-bis(2,6-diphenylpyrimidin-4-yl)-1,3-phenylene)bis(3-methyl-9H-carbazole) C1=CC=CC=2C3=CC=CC=C3N(C12)C1=C(C(=C(C(=C1)C1=NC(=NC(=C1)C1=CC=CC=C1)C1=CC=CC=C1)N1C2=CC=CC=C2C=2C=C(C=CC12)C)C1=NC(=NC(=C1)C1=CC=CC=C1)C1=CC=CC=C1)N1C2=CC=CC=C2C=2C=C(C=CC12)C